[14C](CCNC([C@H](O)C(C)(C)CO)=O)(=O)[O-] [14C]-pantothenate